N-(1-cyanocyclopropyl)-4-isopropoxy-2-methylquinazoline-6-sulfonamide C(#N)C1(CC1)NS(=O)(=O)C=1C=C2C(=NC(=NC2=CC1)C)OC(C)C